C(CCC)OC(=O)N1C[C@@H](CCC1)O.O1CCN(CC1)C=1C=CC=2N(N1)C=C(N2)C(=O)N2CCC(CC2)C2=C(C=CC=C2)C(F)(F)F (6-Morpholinoimidazo[1,2-b]pyridazin-2-yl)(4-(2-(trifluoromethyl)phenyl)piperidin-1-yl)methanone butyl-(R)-3-hydroxypiperidine-1-carboxylate